[Ca+2].C1(CC1)C1=NC2=CC=CC=C2C(=C1/C=C/[C@@H](C[C@H](CC(=O)[O-])O)O)C1=CC=C(C=C1)F.C1(CC1)C1=NC2=CC=CC=C2C(=C1/C=C/[C@@H](C[C@H](CC(=O)[O-])O)O)C1=CC=C(C=C1)F Bis{(3R,5R,6E)-7-[2-cyclopropyl-4-(4-fluorophenyl)-3-quinolinyl]-3,5-dihydroxy-6-heptenoic acid} calcium salt